tert-butyl (R)-(2-(3-((3-carbamoyl-6-chloro-5-ethylpyrazin-2-yl)amino)-5-fluorophenoxy)propyl)carbamate C(N)(=O)C=1C(=NC(=C(N1)CC)Cl)NC=1C=C(O[C@@H](CNC(OC(C)(C)C)=O)C)C=C(C1)F